1-(4-Chlorophenyl)-3-[2-(pyrrolidin-1-yl)ethyl]urea ClC1=CC=C(C=C1)NC(=O)NCCN1CCCC1